COC(CC)[N+]1=C(NC=C1)CCCSC 1-methoxypropyl-3-methylthiopropyl-imidazolium